FC=1C=C(C=CC1)N1C[C@@H](CCC1)NC1=CC(=NC=N1)N1CCN(CC1)CCCCCCC(=O)O (R)-7-(4-(6-((1-(3-fluorophenyl)piperidin-3-yl)amino)pyrimidin-4-yl)piperazin-1-yl)heptanoic acid